BrC1=C2CCCC(C2=CC=C1Cl)=O 5-bromo-6-chloro-1,2,3,4-tetrahydronaphthalen-1-one